IC=1C=CC2=C(C3=C(CC(N2)=O)C2=CC=CC=C2N3)C1 2-iodo-7,12-dihydro-indolo[3,2-d][1]benzazepin-6(5H)-one